bis(trifluoromethanesulfonic acid) platinum (ii) [Pt+2].FC(S(=O)(=O)O)(F)F.FC(S(=O)(=O)O)(F)F